FC=1C=C2C(=CNC(C2=CC1F)=O)[C@@H](C)N(C(CC=1NC2=CC=CC=C2C1)=O)C |r| Racemic-N-(1-(6,7-difluoro-1-oxo-1,2-dihydroisoquinolin-4-yl)ethyl)-2-(1H-indol-2-yl)-N-methylacetamide